3-O-allyl-6-O-trityl-α-D-mannose C(C=C)O[C@@H]1[C@@H]([C@@H](O)O[C@@H]([C@H]1O)COC(C1=CC=CC=C1)(C1=CC=CC=C1)C1=CC=CC=C1)O